N[C@@H](C(=O)O)CNC(=O)C1=CC2=NC=CC(=C2S1)CO (R)-2-amino-3-(7-(hydroxymethyl)thieno[3,2-b]pyridine-2-carboxamido)propanoic acid